4-(6-(2-hydroxyphenoxy)hexyl)morpholine OC1=C(OCCCCCCN2CCOCC2)C=CC=C1